C1(CC1)N1N=C(C2=C1C(N(N=C2C)CC(=O)NC(C)C2=CC1=C(OCCO1)C=C2)=O)C 2-(1-Cyclopropyl-3,4-dimethyl-7-oxo-1,7-dihydro-6H-pyrazolo[3,4-d]pyridazin-6-yl)-N-(1-(2,3-dihydrobenzo[b][1,4]dioxin-6-yl)ethyl)acetamid